1-(3-fluorophenyl)-4,4-dimethyl-3-phenylpent-1-yn-3-ol FC=1C=C(C=CC1)C#CC(C(C)(C)C)(O)C1=CC=CC=C1